FC=1C=C(C=C(C1C)NC(=O)C1=CN=C2N1C=CC=C2)C2=NOC(=N2)C2CN(C2)C(=O)OC(C)(C)C tert-butyl 3-(3-(3-fluoro-5-(imidazo[1,2-a]pyridine-3-carboxamido)-4-methylphenyl)-1,2,4-oxadiazol-5-yl)azetidine-1-carboxylate